NCC1=NNC(C2=CC=C(C=C12)C=1C=NN(C1C1=C(C#N)C=CC=C1F)C)=O 2-(4-(4-(aminomethyl)-1-oxo-1,2-dihydrophthalazin-6-yl)-1-methyl-1H-pyrazol-5-yl)-3-fluorobenzonitrile